19-(tetracosan-15-enoyloxy)-nonadecanoic acid C(CCCCCCCCCCCCCC=CCCCCCCCC)(=O)OCCCCCCCCCCCCCCCCCCC(=O)O